4-fluoro-5-{[(2S)-2-methyl-1,4-diazepan-1-yl]sulfonyl}isoquinoline FC1=CN=CC2=CC=CC(=C12)S(=O)(=O)N1[C@H](CNCCC1)C